phenyl (3-phenylbicyclo[1.1.1]pentan-1-yl)carbamate C1(=CC=CC=C1)C12CC(C1)(C2)NC(OC2=CC=CC=C2)=O